FC=1C(=CC(=C(C(=O)NC2=C(C=CC=C2)F)C1)O[C@H](C(F)(F)F)C)N1N=C(N(C1=O)C(C)C)C 5-fluoro-N-(2-fluorophenyl)-4-[3-methyl-5-oxo-4-(propan-2-yl)-4,5-dihydro-1H-1,2,4-triazol-1-yl]-2-{[(2S)-1,1,1-trifluoropropan-2-yl]oxy}benzamide